N,N-di(cis-4-sec-butylcyclohexyl)-5-(cis-4-tert-butylcyclohexylcarbonylamino)isophthalamide C(C)(CC)[C@H]1CC[C@H](CC1)N(C(C1=CC(C(=O)N)=CC(=C1)NC(=O)[C@@H]1CC[C@@H](CC1)C(C)(C)C)=O)[C@@H]1CC[C@@H](CC1)C(C)CC